3-(3-Chloro-10,11-dihydro-5H-dibenzo[b,f]azepin-5-yl)-propan-1-amine ClC=1C=CC2=C(N(C3=C(CC2)C=CC=C3)CCCN)C1